(5S,8S)-5-fluoro-8-hydroxy-N-((1-morpholinocyclohexyl)methyl)-5,6,7,8-tetrahydroquinoline-5-carboxamide F[C@@]1(C=2C=CC=NC2[C@H](CC1)O)C(=O)NCC1(CCCCC1)N1CCOCC1